C1(CC1)C(=O)N1CC=2C(=NC(=C(C2C1)C)C)NC cyclopropyl-[6,7-dimethyl-4-(methylamino)-1,3-dihydro-2H-pyrrolo[3,4-c]pyridin-2-yl]methanone